N-[(1S)-2-[(3S)-3-hydroxypyrrolidin-1-yl]-1-phenylethyl]-N-methyl-2,2-diphenylacetamide O[C@@H]1CN(CC1)C[C@H](C1=CC=CC=C1)N(C(C(C1=CC=CC=C1)C1=CC=CC=C1)=O)C